FC(C(=O)O)(OC1=CC=CC=C1)F 2,2-difluoro-2-phenoxyacetic acid